Xylendiamin C=1(C(=C(C(=CC1)N)N)C)C